FC1=CC=C2C=CC=C(C2=C1)N1CC=2N=C(N=C(C2CC1)N1C[C@@H](N(CC1)C(C=C)=O)CC#N)OC[C@H]1N(CCC1)C 2-[(2S)-4-[7-(7-fluoro-1-naphthyl)-2-[[(2S)-1-methylpyrrolidin-2-yl]methoxy]-6,8-dihydro-5H-pyrido[3,4-d]pyrimidin-4-yl]-1-prop-2-enoyl-piperazin-2-yl]acetonitrile